O=C1NC(CCC1C1=CC=C(C=C1)N1CCN(CC1)CCNC(OC(C)(C)C)=O)=O tert-butyl (2-(4-(4-(2,6-dioxopiperidin-3-yl)phenyl)piperazin-1-yl)ethyl)carbamate